C(C(C)C)N(C=1SC=C(N1)C1=NC(=CC(=N1)N)N)C=1C=C(C=CC1C)C1=CC=C(C=C1)S(=O)(=O)N1CCN(CC1)C 2-(2-(iso-Butyl(4-methyl-4'-((4-methylpiperazin-1-yl)sulfonyl)-[1,1'-biphenyl]-3-yl)amino)thiazol-4-yl)pyrimidine-4,6-diamine